N[C@@H]1[C@@H](CCCCC1)C1=C(C2=NC(=CC(=C2S1)NCC=1SC=CC1)Cl)Br 2-[(1R,2S)-2-Aminocycloheptyl]-3-bromo-5-chloro-N-(2-thienylmethyl)thieno[3,2-b]pyridin-7-amine